5-{3-[(S)-(1,3-Dimethyl-azetidin-3-yl)-hydroxy-(4-trifluoromethoxy-phenyl)-methyl]-phenyl}-[1,2,4]oxadiazole-3-carboxylic acid (5-methyl-isoxazol-3-ylmethyl)-amide CC1=CC(=NO1)CNC(=O)C1=NOC(=N1)C1=CC(=CC=C1)[C@](C1=CC=C(C=C1)OC(F)(F)F)(O)C1(CN(C1)C)C